C(C)P(C1=CC=C(C=C1)C=C)CC diethyl-(4-vinyl-phenyl)phosphine